COC=1C=C(\C=N\NC(=O)C2=NC(=CN=C2)C2=CC=C(C=C2)OCC)C=C(C1)OC (E)-N'-(3,5-dimethoxybenzylidene)-6-(4-ethoxyphenyl)pyrazine-2-carbohydrazide